trans-2,5-dichloro-cinnamic acid ClC1=C(/C=C/C(=O)O)C=C(C=C1)Cl